4-chloro-2-(4-fluoro-2-methylphenoxy)-5-(trifluoromethyl)benzoic acid methyl ester COC(C1=C(C=C(C(=C1)C(F)(F)F)Cl)OC1=C(C=C(C=C1)F)C)=O